CC1=CC2=C(N=C(S2)C2=CC=C(C=C2)C2=C(C=CC(=C2)OC(F)(F)F)S(=O)(=O)N)C=C1 (4-(6-methylbenzo[d]thiazol-2-yl)phenyl)-4-(trifluoromethoxy)benzenesulfonamide